tert-butyl 2-(diethoxyphosphoryl)-3-(3-heptyl-1,2,4-oxadiazol-5-yl)propanoate C(C)OP(=O)(OCC)C(C(=O)OC(C)(C)C)CC1=NC(=NO1)CCCCCCC